C(C)(C)(C)OC(=O)N1[C@@H]2CNC[C@@H]2C1 (1R,5S)-3,6-diazabicyclo[3.2.0]heptane-6-carboxylic acid tert-butyl ester